CCCC\C=C\CCCC (E)-dec-5-ene